2-((3-cyano-4,6-bis(trifluoromethyl)pyridin-2-yl)amino)-N-(3,5-dichlorophenyl)-N-methylacetamide C(#N)C=1C(=NC(=CC1C(F)(F)F)C(F)(F)F)NCC(=O)N(C)C1=CC(=CC(=C1)Cl)Cl